FC1=C(C=CC(=C1)C(F)(F)F)S(=O)(=O)Cl 2-fluoro-4-(trifluoromethyl)benzenesulfonyl chloride